ClC=1C=C(C=2CCC(C2C1)O)S(=O)(=O)NC1=C(C(=C(C=C1)F)C=1C=C2C=NC(=NC2=C(C1)OC)NC1CCN(CC1)C=1C=NC=CC1)F 6-chloro-N-(2,4-difluoro-3-(8-methoxy-2-((1-(pyridin-3-yl)piperidin-4-yl)amino)quinazolin-6-yl)phenyl)-1-hydroxy-2,3-dihydro-1H-indene-4-sulfonamide